FC=1C=CC=C2C=C(NC(C12)=O)CCCN1CCN(CC1)C1=CC=C(C=C1)C(F)(F)F 8-fluoro-3-(3-(4-(4-(trifluoromethyl)phenyl)piperazin-1-yl)propyl)isoquinolin-1(2H)-one